ClC=1C(C(=C(C(C1Cl)=O)Cl)Cl)=O 2,3,5,6-tetrachloro-p-benzoquinone